(R)-5-((S)-3-methylmorpholino)-3,3a,4,9-tetrahydro-2H-isoxazolo[2,3-b]isoquinolin-2-one C[C@H]1COCCN1C1=C2C[C@H]3N(CC2=CC=C1)OC(C3)=O